NC1=NC=CC=C1C1=NC=2C(=NC(=CC2COC)N2N=CC=C2)N1C=1C=C2CC[C@@H](C2=CC1)NC(C1=CC(=C(C=C1)O)C=O)=O N-[(1S)-5-[2-(2-aminopyridin-3-yl)-7-(methoxymethyl)-5-(pyrazol-1-yl)imidazo[4,5-b]pyridin-3-yl]-2,3-dihydro-1H-inden-1-yl]-3-formyl-4-hydroxybenzamide